NCC=1SC2=C(N1)C(=CC=C2)C2=C(C(=C(C=C2)S(=O)(=O)CCNC(OC(C)(C)C)=O)S(N(CC2=CC=C(C=C2)OC)CC2=CC=C(C=C2)OC)(=O)=O)C=2N=NN(N2)CC2=CC=C(C=C2)OC tert-butyl (2-((4-(2-(aminomethyl)benzo[d]thiazol-4-yl)-2-(N,N-bis(4-methoxybenzyl)sulfamoyl)-3-(2-(4-methoxybenzyl)-2H-tetrazol-5-yl)phenyl)sulfonyl)ethyl)carbamate